C(C)OC1=CC(=NC2=CC(=CC=C12)C(=O)O)C1=CC=C(C=C1)C(F)(F)F 4-ethoxy-2-(4-(trifluoromethyl)phenyl)quinoline-7-carboxylic acid